2-chloro-5-((1R,3R)-2,2-dichloro-3-(4-fluoro-3-(trifluoromethyl)phenyl)-cyclopropane-1-carboxamido)-4-fluorobenzoic acid ClC1=C(C(=O)O)C=C(C(=C1)F)NC(=O)[C@@H]1C([C@H]1C1=CC(=C(C=C1)F)C(F)(F)F)(Cl)Cl